FC=1C(=CC2=C(N=C(O2)NC2=NC3=C(N2C)C=CC(=C3)C(=O)O)C1)C(F)(F)F 2-((5-fluoro-6-(trifluoromethyl)benzo[d]oxazol-2-yl)amino)-1-methyl-1H-benzo[d]imidazole-5-carboxylic acid